(4-allyloxy-3-((3-((tert-butyl(dimethyl)silyl)oxymethyl)phenoxy)methyl)phenyl)methanol C(C=C)OC1=C(C=C(C=C1)CO)COC1=CC(=CC=C1)CO[Si](C)(C)C(C)(C)C